N-((R)-2-((((9H-fluoren-9-yl)methoxy)carbonyl)amino)propyl)-N-butyl-O-methyl-L-homoserine C1=CC=CC=2C3=CC=CC=C3C(C12)COC(=O)N[C@@H](CN([C@@H](CCOC)C(=O)O)CCCC)C